COC1=NC=CC=C1C=1C=NN2C1N=C(C=C2)N2CCN(CC2)C(=O)OC2CNCC2 pyrrolidin-3-yl 4-[3-(2-methoxy-3-pyridyl)pyrazolo[1,5-a]pyrimidin-5-yl]piperazine-1-carboxylate